(S)-N-(1-(1-(5-((dimethyl(oxo)-λ6-sulfaneylidene)amino)pyridin-2-yl)-1H-1,2,4-triazol-5-yl)ethyl)-3-fluorobenzamide CS(=O)(C)=NC=1C=CC(=NC1)N1N=CN=C1[C@H](C)NC(C1=CC(=CC=C1)F)=O